C(CCCCCCCCCCCCCCC(C)C)C(C(=O)[O-])(CC(=O)[O-])S(=O)(=O)O.[Na+].[Na+].C12(C(CCCC1)O2)CC[SiH]2O[SiH2]O[SiH2]O[SiH2]O2 epoxycyclohexylethyl-cyclotetrasiloxane Disodium Isostearyl-Sulfosuccinate